3,3-dimethyl-[1,2]oxaborolo[4,3-d]pyrimidin-1(3H)-ol CC1(OB(C2=C1N=CN=C2)O)C